2-methyl-5-(trifluoromethyl)-1,3-oxazole-4-carbaldehyde CC=1OC(=C(N1)C=O)C(F)(F)F